(fluorosulfonyl)-3,5-dimethylpyrazole FS(=O)(=O)C=1C(=NNC1C)C